Cl\C(\COCCOCCNC(OC(C)(C)C)=O)=N/O tert-butyl (Z)-(2-(2-(2-chloro-2-(hydroxyimino)ethoxy)ethoxy)ethyl)carbamate